O=C1N(CCC(N1)=O)C1=CC=C2CCN(C2=C1)C(=O)NC 6-(2,4-dioxotetrahydropyrimidin-1(2H)-yl)-N-methylindoline-1-carboxamide